triphenyl-2-propyn-1-yl bromide C1(=CC=CC=C1)C(C#CC1=CC=CC=C1)(C1=CC=CC=C1)Br